CC([C@H](N)C(=O)O)S β-methylcysteine